(R)-N-[(1E)-(3-bromo-5-fluorophenyl)methylene]-2-methylpropane-2-sulfinamide BrC=1C=C(C=C(C1)F)\C=N\[S@](=O)C(C)(C)C